ClC=1C(=C2C=NNC2=C(C1F)N1C=CC=C1)C=1N=CC=2N(C1)C=C(N2)NC(=O)[C@H]2[C@H](C2)F (1S,2S)-N-(6-(5-chloro-6-fluoro-7-(1H-pyrrol-1-yl)-1H-indazol-4-yl)imidazo[1,2-a]pyrazin-2-yl)-2-fluorocyclopropane-1-carboxamide